C1=CC(=C(C=C1Cl)Br)[N+](=O)[O-] 2-Bromo-4-chloronitrobenzene